C1(CC1)C(=O)NC1=CC(=C(N=N1)C(=O)NC([2H])([2H])[2H])NC1=C(C(=CC=C1)C1=NC=C(N=C1)C1(COCC1)O)OC 6-(cyclopropanecarboxamido)-4-((3-(5-(3-hydroxytetrahydrofuran-3-yl)pyrazin-2-yl)-2-methoxyphenyl)amino)-N-(methyl-d3)pyridazine-3-carboxamide